N-[5-(methoxymethyl)-4-(3-methylpyridin-2-yl)-1,3-thiazol-2-yl]-4-methylpyridin-2-amine COCC1=C(N=C(S1)NC1=NC=CC(=C1)C)C1=NC=CC=C1C